C(C)S(=O)(=O)NC1=C(C=C(C=C1)C1=NNC(=C1C(=O)N)NC1=NC=CN=C1)OCC1=C(C=CC=C1)F 3-(4-(ethylsulfonamido)-3-((2-fluorobenzyl)oxy)phenyl)-5-(pyrazin-2-ylamino)-1H-pyrazole-4-carboxamide